COC1=C(C(=NC(=N1)C=1C=CC(=NC1)OC)SC1=CC=C(C=C1)C)C(F)(F)F 6-methoxy-2-(2-methoxy-5-pyridyl)-4-[(4-methylphenyl)thio]-5-trifluoromethylpyrimidine